FC(C1=CC(=CC(=N1)C=1OC(=NN1)C1=NC=C(C=C1)F)C=1C=NC=C(C1)F)F 2-(6'-(difluoromethyl)-5-fluoro-[3,4'-bipyridin]-2'-yl)-5-(5-fluoropyridin-2-yl)-1,3,4-oxadiazole